C(CC1=CC=CC=C1)C1N(CCNCCNCCNC1)CC(=O)O (2-phenethyl)1,4,7,10-tetraazacyclododecane-1-acetic acid